6-[(2-chlorophenyl)amino]-1,3,5-triazine-2,4-dithiol ClC1=C(C=CC=C1)NC1=NC(=NC(=N1)S)S